CC1(OB(OC1(C)C)C12CCC3(OCCO3)CC2C1)C 4,4,5,5-tetramethyl-2-(spiro[bicyclo[4.1.0]heptane-3,2'-[1,3]dioxolan]-6-yl)-1,3,2-dioxaborolane